COC(C1=C(N=C(C=C1)C(F)(F)F)C)=O 2-methyl-6-(trifluoromethyl)nicotinic acid methyl ester